butyl-trimethyl-ammonium bistrifluoromethanesulfonimide salt [N-](S(=O)(=O)C(F)(F)F)S(=O)(=O)C(F)(F)F.C(CCC)[N+](C)(C)C